ClC1=NC2=CC(=C(C=C2C(=N1)Cl)OC)OCCCN1CCCC1 2,4-dichloro-6-methoxy-7-[3-(pyrrolidinyl)propoxy]Quinazoline